tert-butyl 6-(2-(3-(5-cyanopyrazin-2-ylamino) isoxazol-5-yl) phenoxy)-2-azaspiro[3.3]heptane-2-carboxylate C(#N)C=1N=CC(=NC1)NC1=NOC(=C1)C1=C(OC2CC3(CN(C3)C(=O)OC(C)(C)C)C2)C=CC=C1